C1(=CC=CC=C1)[C@H]1[C@@H](C1)C(=O)OCC ethyl (1R,2R)-2-phenylcyclopropanecarboxylate